quinolone-6-carboxylic acid N1C(C=CC2=CC(=CC=C12)C(=O)O)=O